C(C1=CC=CC=C1)(=O)OC Benzoic Acid, Methyl Ester